9,9-dimethyl-N-(3-(9-phenyl-9H-fluoren-9-yl)phenyl)-9H-fluoren-2-amine CC1(C2=CC=CC=C2C=2C=CC(=CC12)NC1=CC(=CC=C1)C1(C2=CC=CC=C2C=2C=CC=CC12)C1=CC=CC=C1)C